C1CC12CCN(CC2)C=2C=C(C=CC2N2N=NC(=C2)C2=NC(=NC(=C2)C)N2[C@@H](CC(C[C@@H]2C)(F)F)C)OS(=O)(=O)CCO (3-{6-azaspiro[2.5]octane-6-yl}-4-(4-{2-[(2R,6S)-4,4-difluoro-2,6-Dimethylpiperidin-1-yl]-6-methylpyrimidin-4-yl}-1H-1,2,3-triazol-1-yl)phenyl)-2-hydroxyethane-1-sulfonate